BrC1=C2C=CN(C2=CC(=C1OC1=CC(=NC=C1)C#N)F)O 4-((4-Bromo-6-fluoro-1-hydroxy-1H-indol-5-yl)oxy)picolinonitrile